(3-bromophenyl)-3-oxocyclobutane-1-carbonitrile BrC=1C=C(C=CC1)C1(CC(C1)=O)C#N